NC1(CCN(CC1)C=1C=C(C(=NC1)SC1=C(C(=CC=C1)Cl)Cl)O)C 5-(4-amino-4-methyl-1-piperidinyl)-2-[(2,3-dichlorophenyl)thio]-3-pyridinol